N-(2,6-dimethoxypyridin-3-yl)-3-(2-isopropylphenyl)azetidine-3-carboxamide hydrochloride Cl.COC1=NC(=CC=C1NC(=O)C1(CNC1)C1=C(C=CC=C1)C(C)C)OC